NC1=C2C(=NC=N1)N(N=C2N2C(=CC1=CC=CC=C21)C(=O)NCC2=CC=CC=C2)C(C)(C)C (4-amino-1-tert-butyl-pyrazolo[3,4-d]pyrimidin-3-yl)-N-benzyl-1H-indole-2-carboxamide